FC1(CCN(CC1)C1=NC(=CC(=N1)NC(=O)C1=NC=C(N=C1N1CCC2(CC2)CC1)NC(CO)(C)C)C)F N-(2-(4,4-Difluoropiperidin-1-yl)-6-methylpyrimidin-4-yl)-5-((1-hydroxy-2-methylpropan-2-yl)amino)-3-(6-azaspiro[2.5]octan-6-yl)pyrazine-2-carboxamide